2,4,6-trimethyl-2,4,6-tris(4-hydroxyphenyl)heptan-3-one CC(C)(C(C(CC(C)(C1=CC=C(C=C1)O)C)(C1=CC=C(C=C1)O)C)=O)C1=CC=C(C=C1)O